2,3-dihydrofuro[2,3-c]pyridine-3-carboxamide, hydrochloride salt Cl.O1CC(C=2C1=CN=CC2)C(=O)N